NC1=NC=C(C(=N1)N)OC1=CC(=NC=C1C(=O)N)OC 4-((2,4-diaminopyrimidin-5-yl)oxy)-6-methoxynicotinamide